tert-Butyl 4-[1-[4-(trifluoromethyl)phenyl]ethyl]piperidine-1-carboxylate FC(C1=CC=C(C=C1)C(C)C1CCN(CC1)C(=O)OC(C)(C)C)(F)F